FC1=CC=C(CNC(CNC(CCC2=CC(=CC=C2)O)=O)C)C=C1 N-(2-((4-fluorobenzyl)amino)propyl)-3-(3-hydroxyphenyl)propionamide